6-methyl-2-(methylthio)-N-(3-phenylpropyl)thieno[2,3-d]pyrimidin-4-amine CC1=CC2=C(N=C(N=C2NCCCC2=CC=CC=C2)SC)S1